NC1=NC=CC=C1C1=NC=2C(=NC=CC2)N1C1=CC=C(CN2CCC(CC2)N2C(SC3=C2C=C(C=C3)C(=O)N)C(=O)N)C=C1 N3-(1-(4-(2-(2-aminopyridin-3-yl)-3H-imidazo[4,5-b]pyridin-3-yl)benzyl)piperidin-4-yl)benzo[d]thiazole-2,5-dicarboxamide